6,7-dichloro-2-propyl-6,7-dihydroquinoxaline ClC1C=C2N=CC(=NC2=CC1Cl)CCC